NCC1=CC=CC(=N1)N(CCN(C(OC(C)(C)C)=O)C)C Tert-butyl (2-((6-(aminomethyl)pyridin-2-yl)(methyl)amino)ethyl)(methyl)carbamate